bis-[γ-(triethoxysilyl) propyl] disulfide C(C)O[Si](CCCSSCCC[Si](OCC)(OCC)OCC)(OCC)OCC